ClC=1C=CC(=C(C1)N1C(C(C2=CC=C(C=C12)C(F)(F)F)CCC)=O)OC (5-chloro-2-methoxyphenyl)-3-propyl-6-(trifluoromethyl)indolin-2-one